methylthio-methoxy-4-methyl-4-nitrobenzoate CSC1C(=C(C(=O)[O-])C=CC1([N+](=O)[O-])C)OC